CC1(OB(OC1(C)C)C1=CC=C(CC(=O)OC(C)(C)C)C=C1)C tert-butyl (4-(4,4,5,5-tetramethyl-1,3,2-dioxaborolan-2-yl) benzyl)carboxylate